methyl (7-hydroxy-1H-pyrazolo[4,3-d]pyrimidin-5-yl)carbamate OC=1C2=C(N=C(N1)NC(OC)=O)C=NN2